oxaloacetic acid, chloride C(=O)(C(=O)O)CC(=O)Cl